1-(4-aminopyridin-3-yl)-3-(5-(4-(4-cyanophenyl)piperidine-1-carbonyl)-2-methylphenyl)thiourea NC1=C(C=NC=C1)NC(=S)NC1=C(C=CC(=C1)C(=O)N1CCC(CC1)C1=CC=C(C=C1)C#N)C